ClC1=C(C=C(C(=C1)S(N[C@H](C)C1CCN(CC1)C)(=O)=O)C)NC(C1=C(C=CC=C1)C)=O (R)-N-(2-chloro-5-methyl-4-(N-(1-(1-methylpiperidin-4-yl)ethyl)sulfamoyl)phenyl)-2-methylbenzamide